({2-fluoro-6-[(methoxymethyl)oxy]-8-(4,4,5,5-tetramethyl-1,3,2-dioxaborol-2-yl)-2,3-dihydronaphthalen-1-yl}ethynyl)[Tris(prop-2-yl)]silane FC1C(=C2C(=CC(=CC2=CC1)OCOC)B1OC(C(O1)(C)C)(C)C)C#C[Si](C(C)C)(C(C)C)C(C)C